FC1(CCC(CC1)[C@H](NC(=O)C1=NOC=C1C)C=1N=C2N(N=C(C=C2)CC2C(NC[C@@H](C2)C(F)(F)F)=O)C1)F N-((1S)-(4,4-difluorocyclohexyl)(6-(((5R)-2-oxo-5-(trifluoromethyl)piperidin-3-yl)methyl)imidazo[1,2-b]pyridazin-2-yl)methyl)-4-methylisoxazole-3-carboxamide